BrC1=CC=C(C(=N1)NCC1=CC=C(C=C1)OC)N 6-bromo-N2-(4-methoxybenzyl)pyridin-2,3-diamine